C1(=C(O)C(=CC(CC=C)=C1)CCO)OC eugenol-ethanol